C(C1=CC=CC=C1)OCCCCCCN1N=NC2=C1C=CC(=C2C)C(CC(=O)OCC)C2=CC(=C(C=C2)OC)[C@H](C)O ethyl 3-{1-[6-(benzyloxy)hexyl]-4-methyl-1H-benzotriazol-5-yl}-3-{3-[(1S)-1-hydroxyethyl]-4-methoxyphenyl}propanoate